CC1=CC=C(C(=O)NCC#C)C=C1 4-methyl-N-(prop-2-ynyl)benzamide